N-(5-(1-(2-methoxyethyl)-1H-pyrazol-3-yl)-8-(methylamino)-2,7-naphthyridin-3-yl)cyclopropanecarboxamide COCCN1N=C(C=C1)C1=C2C=C(N=CC2=C(N=C1)NC)NC(=O)C1CC1